4-methoxy-7-(trifluoromethylsulfanyl)-2,3-dihydro-1H-inden-1-one COC1=C2CCC(C2=C(C=C1)SC(F)(F)F)=O